6-chloro-5-(5-cyclopropoxy-pyrimidin-2-yl)-7-methyl-7H-pyrrolo[2,3-d]pyrimidin-4-amine ClC1=C(C2=C(N=CN=C2N)N1C)C1=NC=C(C=N1)OC1CC1